(difluoro(2-(((S)-1-((S)-2-(isoindoline-2-carbonyl)azepan-1-yl)-3,3-dimethyl-1-oxobutan-2-yl)carbamoyl)benzo[b]thiophen-5-yl)methyl)phosphonic acid FC(C1=CC2=C(SC(=C2)C(N[C@H](C(=O)N2[C@@H](CCCCC2)C(=O)N2CC3=CC=CC=C3C2)C(C)(C)C)=O)C=C1)(F)P(O)(O)=O